vinylamine chloride [Cl-].C(=C)N